6-(3-cyanopyrrolo[1,2-b]pyridazin-7-yl)-4-(((1r,4R)-4-(3-(difluoromethyl)-1H-1,2,4-triazol-1-yl)cyclohexyl)amino)-N-((R)-2-fluoro-3-hydroxy-3-methylbutyl)nicotinamide C(#N)C1=CC=2N(N=C1)C(=CC2)C2=NC=C(C(=O)NC[C@H](C(C)(C)O)F)C(=C2)NC2CCC(CC2)N2N=C(N=C2)C(F)F